6-(2-Fluoro-5-methoxyphenyl)-2-(pyrimidin-2-yl)-5,6,7,8-tetrahydrophthalazin-1(2H)-one FC1=C(C=C(C=C1)OC)C1CC=2C=NN(C(C2CC1)=O)C1=NC=CC=N1